Cl.C(C)(C)(C)OC([C@H](C(C)C)N)=O (S)-2-amino-3-methyl-butyric acid tert-butyl ester hydrochloride